C(NC1CCCCC1)NC1CCCCC1 methylene-bis(4-cyclohexylamine)